NC1=C(C=C(C=N1)NC(C(=O)N1[C@H](CC[C@@H](C1)C)C1=CC=C(C=C1)C(F)(F)F)=O)C N-(6-amino-5-methyl-3-pyridyl)-2-[(2R,5S)-5-methyl-2-[4-(trifluoromethyl)phenyl]-1-piperidyl]-2-oxo-acetamide